O1CCN(CC1)C1=C(C=NC=C1)C1CN(C1)C(=O)[C@@H]1CC[C@H]2N1C([C@H](CCC2)NC(=O)C2=CC1=C(S2)C=CC(=C1)CP(O)(O)=O)=O ((2-(((3S,6S,9aS)-3-(3-(4-morpholinopyridin-3-yl)azetidine-1-carbonyl)-5-oxooctahydro-1H-pyrrolo[1,2-a]azepin-6-yl)carbamoyl)benzo[b]thiophen-5-yl)methyl)phosphonic acid